1-(tert-butyl)-N-((5-(8-(((3S,4R)-3-fluoro-1-methylpiperidin-4-yl)amino)-3-(2,2,2-trifluoroethyl)imidazo[1,2-a]pyrazin-2-yl)-1,3,4-thiadiazol-2-yl)methyl)-1H-pyrrole-3-carboxamide C(C)(C)(C)N1C=C(C=C1)C(=O)NCC=1SC(=NN1)C=1N=C2N(C=CN=C2N[C@H]2[C@H](CN(CC2)C)F)C1CC(F)(F)F